FC1=CC=2N(C=C1C1CC(N(C(C1)([2H])[2H])S(=O)(=O)C1=CN=C3SC=CN31)([2H])[2H])N=CN2 5-((4-(7-fluoro-[1,2,4]triazolo[1,5-a]pyridin-6-yl)piperidin-1-yl-2,2,6,6-d4)sulfonyl)imidazo[2,1-b]thiazole